O1C(CCCC1)OCCCOC[C@@H]1[C@H](C1)C(=O)OC(C)(C)C tert-butyl (1S,2S)-2-((3-((tetrahydro-2H-pyran-2-yl)oxy)propoxy)methyl)cyclopropane-1-carboxylate